8-(benzo[d]oxazol-7-yl)-N-((5-fluoro-2,3-dihydrobenzofuran-4-yl)methyl)-[1,2,4]triazolo[4,3-c]pyrimidin-5-amine O1C=NC2=C1C(=CC=C2)C=2C=1N(C(=NC2)NCC2=C(C=CC3=C2CCO3)F)C=NN1